(9H-fluoren-9-yl)methyl N-((R)-1-((S)-9-chloro-4-ethyl-8-fluoro-4-hydroxy-3,14-dioxo-3,4,12,14-tetrahydro-1H-pyrano[3',4':6,7]indolizino[1,2-b]quinolin-11-yl)ethyl)carbamate ClC1=CC=2C(=C3C(=NC2C=C1F)C1=CC2=C(C(N1C3)=O)COC([C@]2(O)CC)=O)[C@@H](C)NC(OCC2C3=CC=CC=C3C=3C=CC=CC23)=O